(2-Isopropylpyridin-3-yl)-3,6-dimethyl-5,6-dihydroimidazo[1,5-a]pyrazine C(C)(C)C1=NC=CC=C1C=1N=C(N2C1C=NC(C2)C)C